N1CCC12CN(C2)C=2C=CC=1N=CN=C(C1N2)NC2=C(C(=CC=C2)F)F 6-(1,6-diazaspiro[3.3]heptan-6-yl)-N-(2,3-difluorophenyl)pyrido[3,2-d]pyrimidin-4-amine